C(CCCCC)OC(CCCCCCCCC)=O.CNC(C(=O)OC(CCCCCCCCCCCCC)=O)C myristoyl methylaminopropionate hexyl-decanoate